N-(piperidin-4-yl)propionamide N1CCC(CC1)NC(CC)=O